bis-(2,6-Dichlorobenzoyl)-4-propylphenylphosphine oxide ClC1=C(C(=O)P(C2=CC=C(C=C2)CCC)(C(C2=C(C=CC=C2Cl)Cl)=O)=O)C(=CC=C1)Cl